(E)-2-(2-(2-(anthracene-9-yl)vinyl)phenyl)acetonitrile C1=CC=CC2=CC3=CC=CC=C3C(=C12)/C=C/C1=C(C=CC=C1)CC#N